tetra-p-tolyl-porphyrin copper [Cu].C1(=CC=C(C=C1)C1=C2C=CC(C(=C3C=CC(=C(C=4C=CC(=C(C5=CC=C1N5)C5=CC=C(C=C5)C)N4)C4=CC=C(C=C4)C)N3)C3=CC=C(C=C3)C)=N2)C